C(#N)C1=CC=C(C[C@@H]2O[C@H]([C@H](N(C2=O)[C@@H](C(=O)OCC)CCC)C2=CC=C(C=C2)Cl)C2=CC=C(C=C2)Cl)C=C1 (R)-ethyl 2-((2S,5R,6S)-2-(4-cyanobenzyl)-5,6-bis(4-chlorophenyl)-3-oxomorpholino)pentanoate